S1C(=CC=C1)S(=O)(=O)NN thiophene-2-sulfonohydrazide